C(CCC)OC1=CC=C(C=C1)C1(CC1)C1=NOC(=N1)CC(C(=O)OC(C)(C)C)P(=O)(OCC)OCC tert-butyl 3-(3-(1-(4-butoxyphenyl)cyclopropyl)-1,2,4-oxadiazol-5-yl)-2-(diethoxyphosphoryl)propanoate